C(C)(C)(C)OC(=O)NC=1C=CC\2=C(CCC3=C(\N=N2)C=CC(=C3)C(=O)OC)C1 Methyl (Z)-9-((tert-butoxycarbonyl)amino)-11,12-dihydrodibenzo[c,g][1,2]diazocine-2-carboxylate